3-amino-4-ethyl-N-(pyridin-3-ylmethyl)benzamide NC=1C=C(C(=O)NCC=2C=NC=CC2)C=CC1CC